CN(CCOC1=CC=C(C=C1)CC1C(NC(O1)=O)=O)C1=NC=CC=C1 5-[[4-[2-[methyl(pyridin-2-yl)amino]ethoxy]phenyl]methyl]-1,3-oxazolidine-2,4-dione